CC(COC=1C=C(C=CC1)C1=CC(=NN1C=1C=CC=C2C=NN(C12)CC)C(=O)OC)(C)C Methyl 5-[3-(2,2-dimethylpropoxy)-phenyl]-1-(1-ethyl-1H-indazol-7-yl)-1H-pyrazole-3-carboxylate